3-iodo-5-[1-methyl-5-[3-(2-vinylphenoxy)propoxy]Pyrazol-4-yl]-1H-pyrazolo[3,4-c]Pyridine IC1=NNC2=CN=C(C=C21)C=2C=NN(C2OCCCOC2=C(C=CC=C2)C=C)C